4-(1-methylindolin-5-yl)-N-(pyridin-3-ylmethyl)benzamide CN1CCC2=CC(=CC=C12)C1=CC=C(C(=O)NCC=2C=NC=CC2)C=C1